tert-butyl 3-(4-((6-fluorobenzo[d]thiazol-5-yl) amino) thieno[2,3-b]pyridin-2-yl)-2,2-dimethylpyrrolidine-1-carboxylate FC1=CC2=C(N=CS2)C=C1NC1=C2C(=NC=C1)SC(=C2)C2C(N(CC2)C(=O)OC(C)(C)C)(C)C